FC1=C(OCC(=O)O)C=C(C(=C1C)CC1=CC(=C(C=C1)O)C(C)C)C 2-(2-fluoro-4-(4-hydroxy-3-isopropylbenzyl)-3,5-dimethylphenoxy)acetic acid